O1COC2=C1C=CC(=C2)[C@@H](NC(N[C@H](CSC(N(CC=2SC=CC2)CC=2SC=CC2)=O)CCCC)=O)CC(=O)OC methyl (6S,10S)-10-(1,3-benzodioxol-5-yl)-6-butyl-3,8-dioxo-1-(2-thienyl)-2-(2-thienylmethyl)-4-thia-2,7,9-triazadodecan-12-oate